tert-Butyl 4-(6-Chloro-2-oxo-2,3-dihydro-1H-imidazo[4,5-c]pyridin-1-yl)piperidine-1-carboxylate ClC1=CC2=C(C=N1)NC(N2C2CCN(CC2)C(=O)OC(C)(C)C)=O